C(CO)O Ethane-1,2-diol